thiophenyl-sulfur S1C(=CC=C1)[S]